3-(3-fluorophenyl)-4,4-dimethyl-1-phenylpent-1-yn-3-ol FC=1C=C(C=CC1)C(C#CC1=CC=CC=C1)(C(C)(C)C)O